C1(=CC=CC=C1)C1=C2C=CC(C(=C3C=CC(=C(C=4C=CC(=C(C5=CC=C1N5)C5=CC=CC=C5)N4)C4=CC=CC=C4)N3)C3=CC=CC=C3)=N2.C2(=CC=CC=C2)C2=C3C=CC(C(=C4C=CC(=C(C=5C=CC(=C(C1=CC=C2N1)C1=CC=CC=C1)N5)C5=CC=CC=C5)N4)C4=CC=CC=C4)=N3.[Ni] Nickel bistetraphenylporphyrin